(1r,4S)-N-((S)-1-(4-((4-cyclopropyl-1,5-naphthyridin-3-yl)amino)phenyl)-2,2,2-trifluoroethyl)-N-methyl-4-(3-methyl-1,2,4-oxadiazol-5-yl)cyclohexane-1-carboxamide C1(CC1)C1=C(C=NC2=CC=CN=C12)NC1=CC=C(C=C1)[C@H](C(F)(F)F)N(C(=O)C1CCC(CC1)C1=NC(=NO1)C)C